The molecule is a galactosylceramide sulfate(1-) that is the conjugate base of 1-(3-O-sulfo-beta-D-galactosyl)-N-[(15Z)-tetracos-15-enoyl]sphingosine obtained by deprotonation of the sulfate group; major species at pH 7.3. It is a conjugate base of a 1-(3-O-sulfo-beta-D-galactosyl)-N-[(15Z)-tetracos-15-enoyl]sphingosine. CCCCCCCCCCCCC/C=C/[C@H]([C@H](CO[C@H]1[C@@H]([C@H]([C@H]([C@H](O1)CO)O)OS(=O)(=O)[O-])O)NC(=O)CCCCCCCCCCCCC/C=C\\CCCCCCCC)O